3-(1-(5-oxo-4,5-dihydro-1,2,4-oxadiazol-3-yl)cyclopropyl)-7-(tetrahydro-2H-pyran-4-yl)indolizine-2-carboxylic acid O=C1NC(=NO1)C1(CC1)C1=C(C=C2C=C(C=CN12)C1CCOCC1)C(=O)O